tert-Butyl-3-(2,2,2-trifluoro-1-hydroxyethyl)-7,8-dihydro-1,6-naphthyridine C(C)(C)(C)C1=NC=2CCN=CC2C=C1C(C(F)(F)F)O